(Z)-2-(1-(4-((4-fluorophenoxy)methyl)benzylidene)-5-methoxy-2-methyl-1H-inden-3-yl)acetic acid FC1=CC=C(OCC2=CC=C(\C=C/3\C(=C(C4=CC(=CC=C34)OC)CC(=O)O)C)C=C2)C=C1